4-ethylisoxazole-5-carboxylic acid C(C)C=1C=NOC1C(=O)O